C1(CCCCC1)NC1=NC=CC(=C1)C(=O)N1CCC(CC1)N1CC2=CC=CC=C2CC1 (2-(Cyclohexylamino)pyridin-4-yl)(4-(3,4-Dihydroisoquinolin-2(1H)-yl)piperidin-1-yl)methanone